C(C)(C)(C)OC(=O)NC=1C=C(C=CC1)C=1SC=C(N1)C(=O)O 2-(3-((tert-Butoxycarbonyl)amino)phenyl)thiazole-4-carboxylic acid